1-(3,5-dichloro-4-fluorophenyl)-N-hydroxycyclopropane-1-carboximidamide ClC=1C=C(C=C(C1F)Cl)C1(CC1)C(NO)=N